[2-(diethoxymethyl)phenyl]{5-fluoro-2-[(propan-2-ylideneamino)oxy]phenyl}methanone C(C)OC(C1=C(C=CC=C1)C(=O)C1=C(C=CC(=C1)F)ON=C(C)C)OCC